4-(2-chlorophenyl)-2-cyclopropylthiazolo[4,5-d]pyrimidine-5,7(4H,6H)-dione ClC1=C(C=CC=C1)N1C(NC(C2=C1N=C(S2)C2CC2)=O)=O